(E)-3-pyrrolidinecarboxylic acid N1CC(CC1)C(=O)O